FC=1C(=NC=CC1CC=1C(OC2=CC(=CC=C2C1C)OCC(F)(F)F)=O)NS(NC)(=O)=O 3-({3-fluoro-2-[(methylsulfamoyl)amino]pyridin-4-yl}methyl)-4-methyl-7-(2,2,2-trifluoroethoxy)chromen-2-one